C\C(=C/CC[C@@]1([C@H](CC=2C(=C3CN(C(C3=CC2O)=O)[C@H](C(=O)OCCN2CCOCC2)CCCN2C(C3=CC(=C4C(=C3C2)O[C@@]([C@H](C4)O)(CC\C=C(\CCC=C(C)C)/C)C)O)=O)O1)O)C)\CCC=C(C)C 2-morpholinoethyl (S)-2,5-bis((2R,3S)-2-((E)-4,8-dimethylnona-3,7-dien-1-yl)-3,5-dihydroxy-2-methyl-7-oxo-3,4,7,9-tetrahydropyrano[2,3-E]isoindol-8(2H)-yl)pentanoate